CC(CCC)=O alpha-pentanal